Di-n-butyl-tin C(CCC)[Sn]CCCC